N[C@@H]1CC[C@H](CC1)N1C2=NC(=NC=C2NC1=O)C1=CC(=CC=C1)O 9-(trans-4-Aminocyclohexyl)-2-(3-hydroxyphenyl)-8-oxo-8,9-dihydro-7H-purine